3-methyl-7-(piperidin-4-yl)-5-(2-(trifluoromethoxy)benzyl)pyrido[2,3-b]pyrazin-6(5H)-one CC1=CN=C2C(=N1)N(C(C(=C2)C2CCNCC2)=O)CC2=C(C=CC=C2)OC(F)(F)F